C1(CC1)[C@@](C(F)(F)F)(O)C1=CC=2C(=NC(=CC2)C2=CC=3C(N=C2)=NN(C3)C)S1 (1S)-1-cyclopropyl-2,2,2-trifluoro-1-(6-(2-methyl-2H-pyrazolo[3,4-b]pyridin-5-yl)thieno[2,3-b]pyridin-2-yl)ethanol